4-(N-(3-(tert-butyl)-5-cyclopropylbenzyl)-2-(N-(2,4,6-trifluorobenzyl)-(2,3,4,5,6-pentafluoro-phenyl)sulfonamido)acetamido)-3-(dimethylamino)benzoic acid C(C)(C)(C)C=1C=C(CN(C(CN(S(=O)(=O)C2=C(C(=C(C(=C2F)F)F)F)F)CC2=C(C=C(C=C2F)F)F)=O)C2=C(C=C(C(=O)O)C=C2)N(C)C)C=C(C1)C1CC1